ClC1=NC(=CC(=N1)C1=CC=2C=CC3=CC=CC=C3C2C=C1)C1=CC=CC=C1 2-chloro-4-(phenanthren-2-yl)-6-phenylpyrimidine